3-chloro-5-((tetrahydro-2H-pyran-4-yl)methyl)-5H-pyrrolo[2,3-b]pyrazine ClC1=CN=C2C(=N1)N(C=C2)CC2CCOCC2